[Cl-].ClC=1C=C(C=CC1)N1C=[N+]2C(C=3NC4=CC=CC=C4C3C=C2)=C1C1=CC=CC=C1 2-(3-Chlorophenyl)-1-phenyl-2,11-dihydroimidazo[1',5':1,2]pyrido[3,4-b]indol-4-ium chloride